O(C1=CC=CC=C1)C1=CC=C(C=C1)C1=NN2C(NC3=C(CC2)C=CC=C3)=C1C(=O)N 2-(4-phenoxyphenyl)-9,10-dihydro-4H-benzo[d]pyrazolo[1,5-a][1,3]diazepine-3-carboxamide